diazepine-6(7H)-carboxylic acid tert-butyl ester 1-oxide C(C)(C)(C)OC(=O)C1=CC=CN=[N+](C1)[O-]